C[C@@]12CCC=3N=C(SC3C2CC[C@H]2[C@H]3[C@](CC[C@H]12)(C(CC3)=O)C)N(C(C)=O)C3=CC=C(C(=O)O)C=C3 4-(N-((5aR,5bS,7aS,10aS,10bR)-5a,7a-dimethyl-8-oxo-5,5a,5b,6,7,7a,8,9,10,10a,10b,11,12,12a-tetradecahydro-4H-cyclopenta[7,8]phenanthro[2,1-d]thiazol-2-yl)acetamido)benzoic acid